CC(C[Al](CC(C)C)CC(C)C)C tris(2-methylpropyl)aluminum